N-[(3,4-dimethylphenyl)methyl]-4-[3-(1-ethyl-4-hydroxy-3-methyl-1H-pyrazol-5-yl)-1-methyl-1H-1,2,4-triazol-5-yl]-1-methyl-1H-pyrazolo[4,3-c]pyridine-6-carboxamide CC=1C=C(C=CC1C)CNC(=O)C1=CC2=C(C(=N1)C1=NC(=NN1C)C1=C(C(=NN1CC)C)O)C=NN2C